(2S)-7-methyl-(pyrimidin-2-yl)-3,4-dihydro-1H-spiro[1,8-naphthyridine-2,3'-pyrrolidine] CC1=CC=C2CC[C@]3(CN(CC3)C3=NC=CC=N3)NC2=N1